(R)-N-((3-(methoxymethyl)thiophen-2-yl)methyl)-2-(9-(pyridin-2-yl)-6-oxaspiro[4.5]decan-9-yl)ethylamine hydrochloride Cl.COCC1=C(SC=C1)CNCC[C@]1(CCOC2(CCCC2)C1)C1=NC=CC=C1